1-[4-fluoro-3-(tert-butoxycarbonylamino)phenyl]-2-(5-fluoro-2-methoxyphenyl)-2-methyl-1-propanone FC1=C(C=C(C=C1)C(C(C)(C)C1=C(C=CC(=C1)F)OC)=O)NC(=O)OC(C)(C)C